C(C1=CC=CC=C1)OC=1C=C(C(=O)O)C=C(C1OCC1=CC=CC=C1)OCC1=CC=CC=C1 3,4,5-tris(benzyl-oxy)benzoic acid